3-hydroxy-2-methyl-2-({2-methyl-5-[(pyridin-2-yl)methoxy]-2H-indazol-3-yl}formamido)propanamide OCC(C(=O)N)(NC(=O)C=1N(N=C2C=CC(=CC12)OCC1=NC=CC=C1)C)C